hexan-6-ylmethanol CCCCCCCO